(Z)-9-hexadecenyl-coa C(CCCCCCC\C=C/CCCCCC)SCCNC(CCNC([C@@H](C(COP(OP(OC[C@@H]1[C@H]([C@H]([C@@H](O1)N1C=NC=2C(N)=NC=NC12)O)OP(=O)(O)O)(=O)O)(=O)O)(C)C)O)=O)=O